C1(=CC=CC=C1)C1=NN=C(O1)C=O (5-phenyl-1,3,4-oxadiazol-2-yl)methanone